methyl (E)-2-(1-(5-bromopyrimidin-2-yl)-3-methylpiperidin-4-ylidene)acetate BrC=1C=NC(=NC1)N1CC(\C(\CC1)=C\C(=O)OC)C